Cl\C(=C/C1SCCCS1)\C1=CC=C(C=C1)B1O[C@H]2[C@](O1)(C[C@H]1C([C@@H]2C1)(C)C)C (3aR,4S,6S,7aR)-2-(4-((Z)-1-chloro-2-(1,3-dithian-2-yl)vinyl)phenyl)-5,5,7a-trimethylhexahydro-4,6-methanobenzo[d][1,3,2]dioxaborole